C1(CCCCC1)PC1CCCCC1 Dicyclohexyl-phosphine